6'-((5S)-1-(4-amino-7-chloro-1-methyl-1H-pyrazolo[4,3-c]quinoline-8-carbonyl)-5-methylpiperidin-2-yl)-8'-fluoro-1',4'-dihydro-2'H-spiro[cyclopropane-1,3'-quinolin]-2'-one NC1=NC=2C=C(C(=CC2C2=C1C=NN2C)C(=O)N2C(CC[C@@H](C2)C)C=2C=C1CC3(C(NC1=C(C2)F)=O)CC3)Cl